3-(pentafluoro-lambda6-sulfanyl)phenol FS(C=1C=C(C=CC1)O)(F)(F)(F)F